N-(m-tolylaminocarbonyl)-phenylalanine C1(=CC(=CC=C1)NC(=O)N[C@@H](CC1=CC=CC=C1)C(=O)O)C